CN1C[C@@]2(C[C@@H]2C1)C1=CC=C(C=C1)B1OC(C(O1)(C)C)(C)C (1R,5S)-3-methyl-1-(4-(4,4,5,5-tetramethyl-1,3,2-dioxaborolan-2-yl)phenyl)-3-azabicyclo[3.1.0]hexane